N-ethylidene-3-(triethoxysilyl)-1-propaneamine C(C)=NCCC[Si](OCC)(OCC)OCC